BrC1=C(C(=C(C(=C1)I)Br)C)I 1,4-dibromo-2,5-diiodo-3-methylbenzene